C1(=CC=CC=C1)C1=CC(=NC=2N1C1=C(N2)C=CC=C1)C(=O)C1=CC=CC=C1 phenyl (4-phenylbenzo[4,5]imidazo[1,2-a]pyrimidine-2-yl) ketone